CN1N=C(C=C1)C=1OC(=CN1)C(=O)N1[C@@H](C2=C(CC1)NC=N2)C2=NN1C(C(=CC=C1)C)=C2 (S)-(2-(1-methyl-1H-pyrazol-3-yl)oxazol-5-yl)(4-(4-methylpyrazolo[1,5-a]pyridin-2-yl)-1,4,6,7-tetrahydro-5H-imidazo[4,5-c]pyridin-5-yl)methanone